[Ca].[W] tungsten-calcium